6-bromo-5-methyl-1H-imidazo[4,5-b]pyridine BrC=1C=C2C(=NC1C)N=CN2